CN=C1N(CCN1C)C N,1,3-trimethylimidazolidin-2-imine